(trimethylplumbanyl)(trimethylsilyl)methane 6-methoxy-4-oxo-3-propyl-4H-benzopyran-7-yl-2,4-dinitrobenzenesulfonate COC=1C(=CC2=C(C(C(=CO2)CCC)=O)C1)OS(=O)(=O)C1=C(C=C(C=C1)[N+](=O)[O-])[N+](=O)[O-].C[Pb](C)(C)C[Si](C)(C)C